C(C=C)(=O)N1[C@@H]2CN([C@@H]2CC1)C1=C(C(=NC2=CC(=C(C=C12)Cl)C1=CC=CC2=CC=CC(=C12)Cl)OC[C@H]1N(C[C@@H](C1)F)C)CC#N 4-((1R,5R)-2-acryloyl-2,6-diazabicyclo[3.2.0]hept-6-yl)-6-chloro-7-(8-chloronaphthalen-1-yl)-2-(((2S,4R)-4-fluoro-1-methylpyrrolidin-2-yl)methoxy)quinoline-3-acetonitrile